FC1=CC=C(C=C1)C1=NC(=NC=C1OC)NC1=CC=C(C(=O)NC2=C(C=CC(=C2)CN2CCNCC2)C)C=C1 4-((4-(4-fluorophenyl)-5-methoxypyrimidin-2-yl)amino)-N-(2-methyl-5-(piperazin-1-ylmethyl)phenyl)benzamide